8-({4-[1-cyclopropyl-4-(trifluoromethyl)imidazol-2-yl]phenyl}methyl)-2-(4-cyclopropyl-6-methoxypyrimidin-5-yl)-6-(2-methyl-1,2,3-triazol-4-yl)pyrido[2,3-d]pyrimidin-7-one C1(CC1)N1C(=NC(=C1)C(F)(F)F)C1=CC=C(C=C1)CN1C(C(=CC2=C1N=C(N=C2)C=2C(=NC=NC2OC)C2CC2)C2=NN(N=C2)C)=O